ClC1=C(C(=NC(=C1)OC)C)N 4-chloro-6-meth-oxy-2-methyl-pyridin-3-amine